N-(cyclohexylcarbonyl)-2,5-dimethylpyrrolidine C1(CCCCC1)C(=O)N1C(CCC1C)C